O(CC1=CC=C(C=C1)Br)CC1=CC=C(C=C1)Br 4,4'-(oxybis(methylene))bis(bromobenzene)